CC1(OC=2C(C(=CC1)C1=CC=CC=C1)=C(C=C(C2)C)O)C 2,2,8-Trimethyl-5-phenyl-3H-1-benzoxepin-6-ol